gallium ammonium sulfate hydrate O.S(=O)(=O)([O-])[O-].[NH4+].[Ga+3].S(=O)(=O)([O-])[O-]